4-((2-formylphenoxy)methyl)-2-hydroxybenzoic acid C(=O)C1=C(OCC2=CC(=C(C(=O)O)C=C2)O)C=CC=C1